BrC=1C=CC(=NC1C)C1=C(C(=NO1)C)NC(OC(C)C=1C(=NC=CC1)F)=O 1-(2-fluoropyridin-3-yl)ethyl (5-(5-bromo-6-methylpyridin-2-yl)-3-methylisoxazol-4-yl)carbamate